C(C)C1(S(C=C(C1)OC)=O)C ethyl-4-methoxy-2-methyl-1-oxo-1,2-dihydrothiophene